N(=NC(C(=O)NC(CO)(CO)CO)(C)C)C(C(=O)NC(CO)(CO)CO)(C)C 2,2'-azobis(2-methyl-N-[1,1-bis(hydroxymethyl)-2-hydroxyethyl]propionamide)